3-methoxy-N-methyl-4-{[3-(4-{[(1S,4S)-4-(3-methanesulfonylazetidin-1-yl)cyclohexyl]amino}-1-(2,2,2-trifluoroethyl)-1H-indol-2-yl)prop-2-yn-1-yl]amino}benzamide COC=1C=C(C(=O)NC)C=CC1NCC#CC=1N(C2=CC=CC(=C2C1)NC1CCC(CC1)N1CC(C1)S(=O)(=O)C)CC(F)(F)F